N1(C=NC=C1)C1=NC(=CC(=C1)N1C(C2=CC=CC=3C2=C(C1=O)C=CC3)=O)N3C=NC=C3 2-(2,6-di(1H-imidazol-1-yl)pyridin-4-yl)-1H-benzo[de]isoquinoline-1,3(2H)-dione